1,4-bis({3-[2-(2-iodoethoxy)ethoxy]propyl}amino)-9,10-dihydroanthracene-9,10-dione ICCOCCOCCCNC1=CC=C(C=2C(C3=CC=CC=C3C(C12)=O)=O)NCCCOCCOCCI